5-Ethyl-3-(1-ethyl-1H-pyrazol-4-yl)-4-oxo-4,5-dihydro-3H-pyrrolo[2,3-c]quinolin-1-yl-carbamic acid 2-methoxyphenyl ester COC1=C(C=CC=C1)OC(NC1=CN(C=2C(N(C=3C=CC=CC3C21)CC)=O)C=2C=NN(C2)CC)=O